6-(Chloromethyl)-2-methyl-3,4-dihydroisoquinolin-1(2H)-one ClCC=1C=C2CCN(C(C2=CC1)=O)C